3-AMINO-5-METHOXYBENZALDEHYDE NC=1C=C(C=O)C=C(C1)OC